3-methyl-benzoic acid CC=1C=C(C(=O)O)C=CC1